(±)-1-(1-(2-(difluoromethoxy)pyridin-4-yl)ethyl)-3-(6-hydroxyspiro[3.3]heptan-2-yl)urea FC(OC1=NC=CC(=C1)[C@@H](C)NC(=O)NC1CC2(C1)CC(C2)O)F |r|